Cl.ClC1=CC=C(C[C@H]2CO[C@H](CN2C2CCC(CC2)C2=NN(C(=N2)C)C)C(=O)O)C=C1 (2R,5S)-5-(4-chlorobenzyl)-4-(4-(1,5-dimethyl-1H-1,2,4-triazol-3-yl)cyclohexyl)morpholine-2-carboxylic acid hydrochloride